C(C1=CC=CC=C1)N1N=C(N=C1)C(=O)N[C@@H]1C(N(C=2N(CC1)N=C(C2C)C)C)=O (S)-1-Benzyl-N-(2,3,4-trimethyl-5-oxo-5,6,7,8-tetrahydro-4H-pyrazolo[1,5-a][1,3]diazepin-6-yl)-1H-1,2,4-triazol-3-carboxamid